[Si](C)(C)(C(C)(C)C)OCCOC1=C(C=CC(=C1)Cl)CC(=O)OCC ethyl 2-(2-(2-((tert-butyldimethylsilyl)oxy)-ethoxy)-4-chlorophenyl)acetate